2-Ethyl-benzooxazole-5-carboxylic acid (1-propyl-butyl)-amide C(CC)C(CCC)NC(=O)C=1C=CC2=C(N=C(O2)CC)C1